toluenesulfonic acid pyridinium salt [NH+]1=CC=CC=C1.C(C1=CC=CC=C1)S(=O)(=O)[O-]